(R)-1-(4-(1-(dimethylamino)ethyl)phenyl)-2-hydroxy-4,9-dimethyl-6(5H)-phenanthridinone hydrochloride Cl.CN([C@H](C)C1=CC=C(C=C1)C1=C(C=C(C=2NC(C3=CC=C(C=C3C12)C)=O)C)O)C